4-bromo-N-[5-(4-cyanothiophen-3-yl)-1,3,4-thiadiazol-2-yl]-5-methoxy-6-oxopyran-2-carboxamide BrC=1C=C(OC(C1OC)=O)C(=O)NC=1SC(=NN1)C1=CSC=C1C#N